2',4'-dichloro-[1,1'-biphenyl]-2,6-diol ClC1=C(C=CC(=C1)Cl)C=1C(=CC=CC1O)O